C(C)(=O)C1=NN(C2=CC=C(C=C12)C=1C=NC(=NC1)C)CP(O)(=O)N1[C@@H](C[C@H](C1)F)C(NC1=NC(=CC=C1)Br)=O ((3-acetyl-5-(2-methylpyrimidin-5-yl)-1H-indazol-1-yl)methyl)((2S,4R)-2-((6-bromopyridin-2-yl)carbamoyl)-4-fluoropyrrolidin-1-yl)phosphinic acid